6-(4-cyanophenyl)-N-[(2S)-1-hydroxypropan-2-yl]-3-oxo-2-(pyridin-3-yl)-2,3-dihydropyridazin-4-carboxamide C(#N)C1=CC=C(C=C1)C=1C=C(C(N(N1)C=1C=NC=CC1)=O)C(=O)N[C@H](CO)C